2-(8-Isopropyl-5-oxothieno[3',2':4,5]pyrrolo[1,2-d][1,2,4]triazin-6(5H)-yl)-N-pyrimidin-5-ylacetamide C(C)(C)C1=NN(C(C=2N1C1=C(C2)C=CS1)=O)CC(=O)NC=1C=NC=NC1